N-[(1H-benzimidazol-2-yl)methyl]-7-bromo-2-(4-methylpiperazin-1-yl)imidazo[2,1-f][1,2,4]triazin-4-amine N1C(=NC2=C1C=CC=C2)CNC2=NC(=NN1C2=NC=C1Br)N1CCN(CC1)C